2-((1R,3s)-3-((S)-(4-methyl-4H-1,2,4-triazol-3-yl)(3-(6-(((1-methylcyclobutyl)amino)methyl)-1-oxo-4-(trifluoromethyl)isoindolin-2-yl)phenyl)methyl)cyclobutyl)acetonitrile CN1C(=NN=C1)[C@H](C1CC(C1)CC#N)C1=CC(=CC=C1)N1C(C2=CC(=CC(=C2C1)C(F)(F)F)CNC1(CCC1)C)=O